3-(2-(4-nitrobenzoyl)-1,2,3,4-tetrahydroisoquinolin-5-yl)-3-(4-nitrophenyl)propionic acid [N+](=O)([O-])C1=CC=C(C(=O)N2CC3=CC=CC(=C3CC2)C(CC(=O)O)C2=CC=C(C=C2)[N+](=O)[O-])C=C1